5-(1-methyl-1H-pyrazol-4-yl)-6,7-dihydrothiazolo[5,4-c]pyridin-4(5H)-one CN1N=CC(=C1)N1C(C2=C(CC1)N=CS2)=O